4-(2-methoxypyrimidin-4-yl)benzoic acid COC1=NC=CC(=N1)C1=CC=C(C(=O)O)C=C1